COC1=CC=C(C=C1)C1=C(C=NN1)C1NC2=C(C=CC=C2C(N1)=O)C 2-[5-(4-Methoxyphenyl)-1H-pyrazol-4-yl]-8-methyl-2,3-dihydro-1H-quinazolin-4-one